FC(COC1=C(C(=C(OCS(=O)(=O)C2=NOC(C2)(C)C)C(=C1F)F)F)F)F (((4-(2,2-difluoroethoxy)-2,3,5,6-tetrafluorophenoxy)methyl)sulfonyl)-5,5-dimethyl-4,5-dihydroisoxazole